(R)-1-(6,6-difluorospiro[3.3]heptan-2-yl)-3-(isoquinolin-4-yl)-2-oxoimidazolidine-4-carbonitrile FC1(CC2(CC(C2)N2C(N([C@H](C2)C#N)C2=CN=CC3=CC=CC=C23)=O)C1)F